1-((2-(cyclopropylamino)pyrimidin-4-yl)methyl)-4-(1-(4-(trifluoromethyl)phenyl)-1H-pyrazolo[3,4-b]pyridin-3-yl)pyridin-2(1H)-one C1(CC1)NC1=NC=CC(=N1)CN1C(C=C(C=C1)C1=NN(C2=NC=CC=C21)C2=CC=C(C=C2)C(F)(F)F)=O